Bis[2-(n-butoxy) ethyl] ether C(CCC)OCCOCCOCCCC